N-[(3,4-Difluoro-phenyl)-methyl]-2-dimethylamino-4-methyl-6-morpholin-4-yl-pyridine-3-carboxylic acid amide FC=1C=C(C=CC1F)CNC(=O)C=1C(=NC(=CC1C)N1CCOCC1)N(C)C